C1(CC1)C=1C=C(C=CC1F)C(CC(=O)O)NC(=O)[C@H]1CN(CCC1)CCCC1=NC=2NCCCC2C=C1 3-(3-cyclopropyl-4-fluorophenyl)-3-((R)-1-(3-(5,6,7,8-tetrahydro-1,8-naphthyridin-2-yl)propyl)piperidine-3-carboxamido)propanoic acid